3-(2-pyridyldithio)-benzyl alcohol N1=C(C=CC=C1)SSC=1C=C(CO)C=CC1